2-(phenylselanyl)cyclohexyl 2-chlorobenzoate ClC1=C(C(=O)OC2C(CCCC2)[Se]C2=CC=CC=C2)C=CC=C1